(7-((2S,5R)-4-(1-(3-cyclopropylquinoxalin-6-yl)ethyl)-2,5-dimethylpiperazin-1-yl)-4-methyl-5-oxo-4,5-dihydro-2H-pyrazolo[4,3-b]pyridin-2-yl)acetonitrile C1(CC1)C=1C=NC2=CC=C(C=C2N1)C(C)N1C[C@@H](N(C[C@H]1C)C=1C=2C(N(C(C1)=O)C)=CN(N2)CC#N)C